2'-O-methoxyethyl-cytidine COCCO[C@H]1[C@@H](O[C@@H]([C@H]1O)CO)N1C(=O)N=C(N)C=C1